4-(2-methoxy-4-{6-oxo-2H,4H,5H,6H,7H-pyrazolo[3,4-b]pyridin-4-yl}phenoxymethyl)-N,N-dimethyl-3-(trifluoromethyl)benzamide COC1=C(OCC2=C(C=C(C(=O)N(C)C)C=C2)C(F)(F)F)C=CC(=C1)C1C=2C(NC(C1)=O)=NNC2